C(#N)C=1C=C2C(=NC1)N(C=N2)C2=NC=C(C(=O)NC[C@H](C(C)(C)O)F)C(=C2)NC(C)C (R)-6-(6-cyano-3H-imidazo[4,5-b]pyridin-3-yl)-N-(2-fluoro-3-hydroxy-3-methylbutyl)-4-(isopropylamino)nicotinamide